FC1=C(C=CC=C1[N+](=O)[O-])C1=NN(C=C1CN(C(OC(C)(C)C)=O)C)COCC[Si](C)(C)C tert-butyl ((3-(2-fluoro-3-nitrophenyl)-1-((2-(trimethylsilyl)ethoxy)methyl)-1H-pyrazol-4-yl)methyl)(methyl)carbamate